OC1=CC=C2[C@@H]([C@@H](OCC2=C1)CC(C)C)C1=CC=C(C=C1)N1CCC(CC1)CN1CCN(CC1)C=1C=C2CN(C(C2=CC1)=O)[C@@H]1C(NC(CC1)=O)=O (S)-3-(5-(4-((1-(4-((3S,4S)-7-hydroxy-3-isobutylisochroman-4-yl)phenyl)piperidin-4-yl)methyl)piperazin-1-yl)-1-oxoisoindolin-2-yl)piperidine-2,6-dione